(25R)-Furostane CC(C)CCC1O[C@H]2C[C@H]3[C@@H]4CCC5CCCC[C@]5(C)[C@H]4CC[C@]3(C)[C@H]2[C@@H]1C